N1C=CC2=CC(=CC=C12)C1=CC=C(C=N1)OC1C2CN3CC(CC1C3)C2 4-(6-(1H-indol-5-yl)-pyridin-3-yloxy)-1-azatricyclo[3.3.1.13,7]decane